((3R,6S)-1-(1-(2,2-difluoroethyl)-1H-pyrazolo[3,4-b]pyrazin-6-yl)-6-methylpiperidin-3-yl)methanol FC(CN1N=CC=2C1=NC(=CN2)N2C[C@@H](CC[C@@H]2C)CO)F